C1(NCC2=CC=CC=C12)=O Isoindolinone